(S)-4-methyl-3-(1-(2-(methylamino)thieno[3,2-d]pyrimidin-4-yl)pyrrolidin-3-yl)-N-(5-(trifluoromethyl)pyridin-3-yl)benzamide CC1=C(C=C(C(=O)NC=2C=NC=C(C2)C(F)(F)F)C=C1)[C@H]1CN(CC1)C=1C2=C(N=C(N1)NC)C=CS2